C(C)(C)(C)OC(=O)N1CC2(C1)OCC(C2)N2CCC(CC2)C2=C(C=CC(=C2)F)O 7-(4-(5-fluoro-2-hydroxyphenyl)piperidin-1-yl)-5-oxa-2-azaspiro[3.4]Octane-2-carboxylic acid tert-butyl ester